3-[bis[(4-methoxyphenyl)methyl]amino]-2-fluoro-benzenesulfonamide COC1=CC=C(C=C1)CN(C=1C(=C(C=CC1)S(=O)(=O)N)F)CC1=CC=C(C=C1)OC